(2S,3S)-3-Methoxy-2-methylazetidine hydrochloride Cl.CO[C@@H]1[C@@H](NC1)C